C1(CC1)S(=O)(=O)NC1=NC=CC(=N1)C(C(=O)NC1=NC=C(C=C1)C1=NC(=CN=C1)C(F)(F)F)(C)C 2-(2-(cyclopropanesulfonamido)pyrimidin-4-yl)-2-methyl-N-(5-(6-(trifluoromethyl)pyrazin-2-yl)pyridin-2-yl)propanamide